2-[3-(2-methyl-2,8-diazaspiro[4.5]dec-8-yl)-1,2,4-triazin-6-yl]-5-(1H-pyrazol-4-yl)phenol CN1CC2(CC1)CCN(CC2)C=2N=NC(=CN2)C2=C(C=C(C=C2)C=2C=NNC2)O